COCC1=CC(=NO1)C1=NN=C2N1N=C(C1=CC=CC=C21)OCC2=NC=C(C(=O)NC1CCOCC1)C=C2 6-[3-(5-Methoxymethyl-isoxazol-3-yl)-[1,2,4]triazolo[3,4-a]phthalazin-6-yloxymethyl]-N-(tetrahydro-pyran-4-yl)-nicotinamide